(R)-3-AMINO-L-PROLINE NC1[C@@H](NCC1)C(=O)O